The molecule is a member of the class of chromones that is chromone substituted by a hydroxy group at position 5, a methyl group at position 2 and a methylenedioxy group across positions 6 and 7. It has been isolated from Pisonia aculeata. It has a role as a metabolite and a plant metabolite. It is a member of chromones, an organic heterotricyclic compound and a member of phenols. CC1=CC(=O)C2=C(C3=C(C=C2O1)OCO3)O